ClC=1C=C2C(=C3C4(NC(NC13)=O)CCCCC4)OC(=C2)C(=O)N2[C@H](CCC2)C(=O)O (2R)-1-({5'-chloro-7'-oxo-7',8'-dihydro-6'H-spiro[cyclohexane-1,9'-furo[2,3-f]quinazoline]-2'-yl}carbonyl)pyrrolidine-2-carboxylic acid